N\C(=C/C(=O)OC)\C1CCCCC1 Methyl (Z)-3-amino-3-cyclohexylacrylate